RAC-(R)-N-(1-((1-(5-((2,6-DIOXOPIPERIDIN-3-YL)AMINO)PYRIDIN-2-YL)PIPERIDIN-4-YL)METHYL)-4-METHYLPIPERIDIN-4-YL)-1-(6-(2-HYDROXYPHENYL)PYRIDAZIN-4-YL)-4-PHENYLPIPERIDINE-4-CARBOXAMIDE O=C1NC(CC[C@H]1NC=1C=CC(=NC1)N1CCC(CC1)CN1CCC(CC1)(C)NC(=O)C1(CCN(CC1)C1=CN=NC(=C1)C1=C(C=CC=C1)O)C1=CC=CC=C1)=O |r|